FC=1C=C(C=C(C1)F)[C@@H]1N(OCC1)C1=CC(=NC=N1)NC=1C(=CC(=C(C1)NC(C=C)=O)N1CCC(CC1)N1CCN(CC1)C(C)C)OC N-(5-((6-((R)-3-(3,5-difluorophenyl)isoxazolidine-2-yl)pyrimidine-4-yl)amino)-2-(4-(4-isopropylpiperazine-1-yl)piperidine-1-yl)-4-methoxyphenyl)acrylamide